tert-Butyl N-[(1S)-1-[[tert-butyl(dimethyl)silyl]oxymethyl]-2-(4,8-difluoro-6-formyl-3,5,6,7-tetrahydrocyclopenta[f]benzimidazol-2-yl)ethyl]carbamate [Si](C)(C)(C(C)(C)C)OC[C@H](CC=1NC2=C(N1)C(=C1C(=C2F)CC(C1)C=O)F)NC(OC(C)(C)C)=O